NC1=CC=C(O[C@@H]2C[C@@H](CCC2)NC2=NN3C(C=CC(=C3N3CCCCC3)C=3C=NN(C3)C(C)OCC)=N2)C=C1 N-((1R,3S)-3-(4-aminophenoxy)cyclohexyl)-6-(1-(1-ethoxyethyl)-1H-pyrazol-4-yl)-5-(piperidin-1-yl)-[1,2,4]triazolo[1,5-a]pyridin-2-amine